(6-((5-cyclopropyl-3-(2,6-dichlorophenyl)isoxazol-4-yl)methoxy)naphthalen-2-yl)nicotinic acid C1(CC1)C1=C(C(=NO1)C1=C(C=CC=C1Cl)Cl)COC=1C=C2C=CC(=CC2=CC1)C1=C(C(=O)O)C=CC=N1